CC(C)CCCCCCCCCCCCCCCCCCCCCCCC 2-Methylhexacosane